NC=1C(=NC(=C(N1)F)C1=CC(=C(C=C1)C1CCOCC1)CN1[C@@H](CCC1)C)C=1C=C2C(=CNC(C2=CC1)=O)F (R)-6-(3-amino-5-fluoro-6-(3-((2-methylpyrrolidin-1-yl)methyl)-4-(tetrahydro-2H-pyran-4-yl)phenyl)pyrazin-2-yl)-4-fluoroisoquinolin-1(2H)-one